(±)-2-(6-bromo-4-fluoro-1-oxoisoindolin-2-yl)-2-(6,7-dihydro-5H-pyrrolo[1,2-c]imidazol-1-yl)-N-(thiazol-2-yl)acetamide BrC1=CC(=C2CN(C(C2=C1)=O)[C@@H](C(=O)NC=1SC=CN1)C1=C2N(C=N1)CCC2)F |r|